6-(3-methylmorpholinyl)nicotinaldehyde CC1N(CCOC1)C1=NC=C(C=O)C=C1